N-[(3-aminoquinoxalin-6-yl)methyl]-N-(2-methanesulfonylphenyl)-5-methylpyridine-3-carboxamide NC=1C=NC2=CC=C(C=C2N1)CN(C(=O)C=1C=NC=C(C1)C)C1=C(C=CC=C1)S(=O)(=O)C